CC=1N=C2N(CC(CC2)N)C1 2-methyl-5H,6H,7H,8H-imidazo[1,2-a]pyridin-6-amine